FC=1C=C2CCC(N3C2=C(C1)C(C(=C3)C(=O)OCCO)=O)C 2-hydroxyethyl 9-fluoro-3-methyl-7-oxo-2,3-dihydro-1H-pyrido[3,2,1-ij]quinoline-6-carboxylate